(6-(2-(((S)-2-fluorobutyl)amino)-4-(((1r,4S)-4-hydroxycyclohexyl)amino)pyrimidin-5-yl)pyridin-3-yl)(isoxazolidin-2-yl)methanone trifluoroacetate salt FC(C(=O)O)(F)F.F[C@H](CNC1=NC=C(C(=N1)NC1CCC(CC1)O)C1=CC=C(C=N1)C(=O)N1OCCC1)CC